ClC=1C(=CC2=C(C[C@](O2)(C2=CC=CC=C2)CNC(OC(C)(C)C)=O)C1C1=C(C(=CC=C1C(NC)=O)OCCOC1OCCCC1)F)F Tert-butyl (((2S,4S)-5-chloro-6-fluoro-4-(2-fluoro-6-(methylcarbamoyl)-3-(2-((tetrahydro-2H-pyran-2-yl)oxy)ethoxy)phenyl)-2-phenyl-2,3-dihydrobenzofuran-2-yl)methyl)carbamate